3-(4-amino-6-methylimidazo[2,1-f][1,2,4]triazin-7-yl)-N-(4-cyanobicyclo[2.1.1]hexan-1-yl)benzenesulfonamide, Trifluoroacetate Salt FC(C(=O)O)(F)F.NC1=NC=NN2C1=NC(=C2C=2C=C(C=CC2)S(=O)(=O)NC21CCC(C2)(C1)C#N)C